3-Amino-N-((2-(2,6-dioxopiperidin-3-yl)-1-oxoisoindolin-5-yl)methyl)-2-phenylpropionamide NCC(C(=O)NCC=1C=C2CN(C(C2=CC1)=O)C1C(NC(CC1)=O)=O)C1=CC=CC=C1